Cl.COCC1=CC=C(C=N1)CN (6-(Methoxymethyl)pyridin-3-yl)methylamine hydrochloride